8-(2-Chloro-6-fluorophenyl)-9-(4-((1-(3-fluoropropyl)azetidin-3-yliden)methyl)phenyl)-6,7-dihydro-5H-benzo[7]annulen ClC1=C(C(=CC=C1)F)C=1CCCC2=C(C1C1=CC=C(C=C1)C=C1CN(C1)CCCF)C=CC=C2